(4-cyano-5-fluoropyridin-3-yl)amino-6-(3-hydroxypyrrolidin-1-yl)nicotinamide C(#N)C1=C(C=NC=C1F)NC1=C(C(=O)N)C=CC(=N1)N1CC(CC1)O